ClC1=CC=C(C(=O)C2=CC=C3C(=N2)SC(=N3)NC(=O)C3=CN=NC=C3C3=C(C=CC=C3)OC)C=C1 N-(5-(4-chlorobenzoyl)thiazolo[5,4-b]pyridin-2-yl)-5-(2-methoxyphenyl)pyridazine-4-carboxamide